5-bromo-1-cyclopropyl-6-methyl-4-oxo-1,4-dihydropyridine-3-carboxamide BrC=1C(C(=CN(C1C)C1CC1)C(=O)N)=O